(E)-2-(1-(But-2-yn-1-yloxy)-3-(4-methoxyphenyl)-2-PHENYLALLYLIDENE)-1,3-dithiane C(C#CC)OC(\C(=C\C1=CC=C(C=C1)OC)\C1=CC=CC=C1)=C1SCCCS1